(5-(methylthio)-1,3,4-thiadiazol-2-yl)-2-(pyridin-3-yl)-2H-tetrazole-5-carboxamide CSC1=NN=C(S1)NC(=O)C=1N=NN(N1)C=1C=NC=CC1